OC1=CC(=NC(=C1C(=O)OCC)C)C ethyl 4-hydroxy-2,6-dimethylnicotinate